tert-butyl 6-[[5-methyl-3-(trifluoromethyl)pyrazol-1-yl]methyl]-2-azaspiro[3.3]heptane-2-carboxylate CC1=CC(=NN1CC1CC2(CN(C2)C(=O)OC(C)(C)C)C1)C(F)(F)F